CC1=CC=C(C=C2C=C(C(C(=C2)C(C)(C)C)=O)C(C)(C)C)C=C1 4-p-methylbenzylidene-2,6-di-t-butylcyclohexa-2,5-dien-1-one